2-(2-benzyloxy-3-methoxyphenyl)-1H-benzimidazole C(C1=CC=CC=C1)OC1=C(C=CC=C1OC)C1=NC2=C(N1)C=CC=C2